O-(benzotriazole-1-yl)-1,1,3,3-tetramethyluronium tetrafluoroborate F[B-](F)(F)F.N1(N=NC2=C1C=CC=C2)OC(=[N+](C)C)N(C)C